5-Methyl-2-(prop-1-yn-1-yl)pyridin-3-amine CC=1C=C(C(=NC1)C#CC)N